C(C1=CC=CC=C1)OC(CCS(=O)(=O)C1=NC(=CC(=N1)C=1C=CC(N(C1)CC1=CC(=C(C=C1)OC)OC)=O)CF)C1=CC=CC=C1 5-(2-((3-(benzyloxy)-3-phenylpropyl)sulfonyl)-6-(fluoromethyl)pyrimidin-4-yl)-1-(3,4-dimethoxybenzyl)pyridin-2(1H)-one